[3,3'-bipyridine]-2-carbonitrile N1=C(C(=CC=C1)C=1C=NC=CC1)C#N